ClC1=C(C=C(C(=O)NC=2C=NC(=C(C2)NC2=NC=CC=C2C2=C3N=CN(C3=NC=N2)C2OCCCC2)C)C=C1)C#N 4-chloro-3-cyano-N-(6-methyl-5-((3-(9-(tetrahydro-2H-pyran-2-yl)-9H-purin-6-yl)pyridin-2-yl)amino)pyridin-3-yl)benzamide